NC1=NC2=C(C(=CC=C2C=C1Cl)C[C@@H]1CC[C@]2([C@@H]1O[C@H]([C@@H]2O)N2C=CC1=C2N=CN=C1C)O)F (2R,3R,3aS,6S,6aR)-6-[(2-amino-3-chloro-8-fluoroquinolin-7-yl)methyl]-2-(4-methyl-7H-pyrrolo[2,3-d]pyrimidin-7-yl)hexahydro-3aH-cyclopenta[b]furan-3,3a-diol